5,5-Dimethyl-3-[4-(7H-pyrrolo[2,3-d]pyrimidin-4-yl)-pyrazol-1-yl]-hexanenitrile CC(CC(CC#N)N1N=CC(=C1)C=1C2=C(N=CN1)NC=C2)(C)C